4-tert-butyl-2-(1-naphthyl)-aniline C(C)(C)(C)C1=CC(=C(N)C=C1)C1=CC=CC2=CC=CC=C12